C(C)(C)(C)OC(=O)N([C@@H]1COC2(C1)CCN(CC2)C(=O)OCC2=CC=CC=C2)C[C@H](COC2=CC(=CC=C2)S(=O)(=O)C)O (S)-benzyl 3-((tert-butoxycarbonyl) ((R)-2-hydroxy-3-(3-(methylsulfonyl) phenoxy) propyl) amino)-1-oxa-8-azaspiro[4.5]decane-8-carboxylate